C(C)(C)(C)OC(=O)N1CC(N(CC1)C(C1=CC=C(C=C1)F)C1=CC=C(C=C1)F)COC 4-(Bis(4-fluorophenyl)methyl)-3-(methoxymethyl)piperazine-1-carboxylic acid tert-butyl ester